FC=1C=C(C(=NO)Cl)C=C(C1)F 3,5-difluoro-N-hydroxyiminobenzyl chloride